FC=1C=2N(C=C(C1)C1=CNC=3N=C(N=C(C31)OC)NC3CCC(CC3)NC(C)=O)C=CN2 N-((1s,4s)-4-((5-(8-fluoroimidazo[1,2-a]pyridin-6-yl)-4-methoxy-7H-pyrrolo[2,3-d]pyrimidin-2-yl)amino)cyclohexyl)acetamide